C1CCC2=C(C=3CCCC3C=C12)NC(=O)N=[S@@](=O)(NC(C1=CC=CC=C1)(C1=CC=CC=C1)C1=CC=CC=C1)C=1C=NN2C1O[C@@H](CC2)C (R,5R)-N'-((1,2,3,5,6,7-hexahydro-s-indacen-4-yl)carbamoyl)-5-methyl-N-trityl-6,7-dihydro-5H-pyrazolo[5,1-b][1,3]oxazine-3-sulfonimidamide